ClCCN1CCC2(CCCO2)CC1 8-(2-chloroethyl)-1-oxa-8-azaspiro[4.5]decane